BrC=1C=CC(=NC1OC)N1C=CC(C=C1)=O 5'-bromo-6'-methoxy-4H-[1,2'-bipyridin]-4-one